C(C=C)NCCN allyl-N-(2-aminoethyl)amine